C12(CC(C1)C2)NC2=NSC1=C(N2)C=C(C=C1)I 3-(bicyclo[1.1.1]pentan-1-ylamino)-6-iodo-4H-benzo[e][1,2,4]thiadiazine